B(O)(O)O.C1(O)=C(O)C(=CC=C1)C=1C(=C(O)C=CC1)O bi-pyrocatechol borate